2,3-bis(diphenylphosphoryl)-1-(3,4,5-trimethoxyphenyl)propan-1-one C1(=CC=CC=C1)P(=O)(C1=CC=CC=C1)C(C(=O)C1=CC(=C(C(=C1)OC)OC)OC)CP(=O)(C1=CC=CC=C1)C1=CC=CC=C1